C(#C)C=1C=CC=C2C=C(C=C(C12)C1=C(C=2N=C(N=C(C2C=N1)N1CCN(CCC1)C#N)OCC12CCCN2CCC1)F)O 4-(7-(8-ethynyl-3-hydroxynaphthalen-1-yl)-8-fluoro-2-((tetrahydro-1H-pyrrolizin-7a(5H)-yl)methoxy)pyrido[4,3-d]pyrimidin-4-yl)-1,4-diazepane-1-carbonitrile